ClC=1OC(=CN1)C1=CC=C(C=C1)C(F)(F)F 2-chloro-5-(4-(trifluoromethyl)phenyl)oxazole